[Si](C)(C)(C(C)(C)C)O[C@@H]1[C@H](CCCC1)NCC=1SC=CC1C (1S,2S)-2-((tert-butyldimethylsilyl)oxy)-N-((3-methylthiophen-2-yl)methyl)cyclohexan-1-amine